CC1(OBOCC1(C)C)C 4,4,5,5-tetramethyl-1,3,2-dioxaborine